3-oxo-9-{4-(3,4-dichlorophenyl)-1-tetralone} hydrazone O=C1CC(C2=CC=CC=C2C1C1=CC(=C(C=C1)Cl)Cl)=NN